[N+](=O)([O-])C(CCCCCCCOCCCCCCCC([N+](=O)[O-])C1=CC=CC=C1)C1=CC=CC=C1 nitrophenyl-octyl ether